CC=1SC2=C(N(C=3C(N(N=CC32)CC=3C=C(C=CC3)N(C(OC(C)(C)C)=O)C)=O)C)N1 Tert-butyl (3-((2,4-dimethyl-5-oxo-4,5-dihydro-6H-thiazolo[5',4':4,5]pyrrolo[2,3-d]pyridazin-6-yl)methyl)phenyl)(methyl)carbamate